C(CCCCC#CCC#CCC#CCCCCCCC)(=O)O 6,9,12-eicosatriynoic acid